2',4',5'-trichloroacetoacetanilide ClC1=C(NC(CC(=O)C)=O)C=C(C(=C1)Cl)Cl